BrC1=CC=C(CN2C[C@H](CCC2)C=2NC(N(N2)C2=CC=C(C=C2)OC)=O)C=C1 (S)-5-(1-(4-bromobenzyl)piperidin-3-yl)-2-(4-methoxyphenyl)-2,4-dihydro-3H-1,2,4-triazol-3-one